methyl-4-formyl-2-methoxybenzonitrile CC=1C(=C(C#N)C=CC1C=O)OC